2,6-Dichloro-7-cyclobutyl-7H-purin-8-yl[7-fluoro-3-(methoxymethoxy)-8-{[tri(propan-2-yl)silyl]ethynyl}naphthalen-1-yl]methanol ClC1=NC(=C2N(C(=NC2=N1)C(O)C1=CC(=CC2=CC=C(C(=C12)C#C[Si](C(C)C)(C(C)C)C(C)C)F)OCOC)C1CCC1)Cl